5'-chloro-2'-[(2,2-dimethylmorpholin-4-yl)methyl]-7',8'-dihydro-6'H-spiro[cyclohexane-1,9'-furo[2,3-f]quinazoline]-7'-one ClC=1C=C2C(=C3C4(NC(NC13)=O)CCCCC4)OC(=C2)CN2CC(OCC2)(C)C